C1(=CC=CC2=CC=CC=C12)C=1C(=C(C=CC1)NC1=CC=C(C=C1)C=1C2=CC=CC=C2C=2C=CC=CC2C1)C1=CC=CC=C1 (1-naphthalenyl)phenyl-N-[4-(9-phenanthryl)phenyl]benzenamine